C(C)(C)(C)OC(=O)N1CC(C(CC1)C(\C=C\N(C)C)=O)(C)C (E)-4-(3-(dimethylamino)acryloyl)-3,3-dimethylpiperidine-1-carboxylic acid tert-butyl ester